BrC=1SC2=C(N1)CCCC2(O)C 2-bromo-7-methyl-5,6-dihydro-4H-1,3-benzothiazol-7-ol